FC(S(=O)(=O)OC1=C2C=CCN(C2=C(C=C1)C#N)S(=O)(=O)C1=CC=CC=C1)(F)F 8-cyano-1-(phenylsulfonyl)-1,2-dihydroquinolin-5-yl trifluoromethane-sulfonate